CN(C1=NC=CC=C1CN1CC(OCC1)C1=CC=CC(=N1)NC=1SC=C(N1)C)C N-(6-(4-((2-(dimethylamino)pyridin-3-yl)methyl)morpholin-2-yl)pyridin-2-yl)-4-methylthiazol-2-amine